O=C1NC(CCC1N1C(C2=C3C(C=CC=C13)=C(C=C2)C2CCN(CC2)CC(=O)OC(C)(C)C)=O)=O tert-butyl 2-[4-[1-(2,6-dioxo-3-piperidyl)-2-oxo-benzo[cd]indol-5-yl]-1-piperidyl]acetate